N-(3,3-difluorocyclobutyl)-5-(4-(1-methyl-1H-pyrazol-4-yl)-7H-pyrrolo[2,3-d]pyrimidin-5-yl)pyrazolo[1,5-a]pyridine-3-carboxamide FC1(CC(C1)NC(=O)C=1C=NN2C1C=C(C=C2)C2=CNC=1N=CN=C(C12)C=1C=NN(C1)C)F